4,5-dicyanobenzene-1,2-diamine C(#N)C=1C=C(C(=CC1C#N)N)N